CN1C=C(C2=CC=CC=C12)C=1C(NC(C1C1=CN(C2=CC=CC=C12)C1CCN(CC1)CC1=NC=CC=C1)=O)=O 3-(1-methyl-1H-indol-3-yl)-4-[1-[1-(pyridin-2-ylmethyl)piperidin-4-yl]-1H-indol-3-yl]-1H-pyrrole-2,5-dione